C(C)OC[C@]1(CN(CC1)C(C(F)(F)F)C=1C=NC=CC1)CCC1=CC=C(C=C1)F |o1:4| 3-(1-((R or S)-3-(ethoxymethyl)-3-(4-fluoro-phenethyl)pyrrolidin-1-yl)-2,2,2-trifluoro-ethyl)pyridine